isoferulate C(\C=C\C1=CC(O)=C(OC)C=C1)(=O)[O-]